C1(CC1)C1N(C2=CC=C(C=C2CC1)CC)S(=O)(=O)C=1C=CC(=C(CO)C1)OCC=1C=NC=NC1 5-((2-cyclopropyl-6-ethyl-3,4-dihydroquinolin-1(2H)-yl)sulfonyl)-2-((pyrimidin-5-yl)methoxy)benzyl alcohol